OC1=C(C(=CC(=C1)C(F)(F)F)C)C1=CC2=C(N=N1)N(CCC2)[C@H]2CN(CC[C@H]2O)C (3S,4R)-3-(3-(2-hydroxy-6-methyl-4-(trifluoromethyl)phenyl)-6,7-dihydropyrido[2,3-c]pyridazin-8(5H)-yl)-1-methylpiperidin-4-ol